FC=1C=C(C=C(C1)F)[C@@H]1CCN2N1C(C1(C2)CCN(CC1)C(C1=CC(=C(C=C1)OC)F)=O)=O (S)-7'-(3,5-difluorophenyl)-1-(3-fluoro-4-methoxybenzoyl)dihydro-1'H,3'H,5'H-spiro[piperidine-4,2'-pyrazolo[1,2-a]pyrazol]-1'-one